1-(4-cyanophenyl)-5-(4-(trifluoromethyl)phenyl)piperidine-2-carboxylic acid C(#N)C1=CC=C(C=C1)N1C(CCC(C1)C1=CC=C(C=C1)C(F)(F)F)C(=O)O